FC1=C(OCC2CCN(CC2)C(=O)N2C[C@@H]3[C@@H](OCC(N3)=O)CC2)C=CC(=C1)C(F)(F)F (-)-(4aR,8aS)-6-(4-((2-Fluoro-4-(trifluoromethyl)phenoxy)methyl)piperidine-1-carbonyl)hexahydro-2H-pyrido[4,3-b][1,4]oxazin-3(4H)-one